4-chloro-N-(4-{3,3-difluoro-1-[(4-fluorophenyl)carbamoyl]cyclobutyl}phenyl)pyridine-2-carboxamide ClC1=CC(=NC=C1)C(=O)NC1=CC=C(C=C1)C1(CC(C1)(F)F)C(NC1=CC=C(C=C1)F)=O